3β-hydroxy-5-cholestene O[C@@H]1CC2=CC[C@H]3[C@@H]4CC[C@H]([C@@H](CCCC(C)C)C)[C@]4(CC[C@@H]3[C@]2(CC1)C)C